ClC1=NC(=CC(=C1)C(CNC(OCC1=CC=CC=C1)=O)(C)C)C1=CC=C(C=C1)F benzyl (2-(2-chloro-6-(4-fluorophenyl)pyridin-4-yl)-2-methylpropyl)carbamate